Cl.F[C@]1(N(CCC1)F)C#N (S)-difluoropyrrolidine-2-carbonitrile hydrochloride